tert-butyl (3S)-3-[[6-cyano-5-(dimethylaminomethyleneamino)-3-fluoro-2-pyridyl]oxy]pyrrolidine-1-carboxylate C(#N)C1=C(C=C(C(=N1)O[C@@H]1CN(CC1)C(=O)OC(C)(C)C)F)N=CN(C)C